The molecule is a member of the class of pyrimidines that is 2-hydrazino-4,6-dimethylpyrimidine in which the two amino hydrogens are replaced by a 1-(2-methylphenyl)ethylidene group. It is used for the control of fungal diseases in rice. It has a role as an antifungal agrochemical. It is a member of toluenes, a hydrazone and a pyrimidine fungicide. CC1=CC=CC=C1/C(=N\\NC2=NC(=CC(=N2)C)C)/C